CN(C1CCN(CC1)C1=CC=C(C=C1)N1C=NC(=C1)NC=1N=CC(=NC1)C#N)C 5-((1-(4-(4-(Dimethylamino)piperidin-1-yl)phenyl)-1H-imidazol-4-yl)amino)pyrazine-2-carbonitrile